[Cl-].BrCBr Dibromomethane chloride